COC1=NC2=CC=C(C=C2N=C1)N 2-methoxyquinoxalin-6-amine